[Si].[Ag].[N+](=O)([O-])C1=C(COC(=O)NC2=CC=CC=C2)C(=CC=C1)[N+](=O)[O-] N-(2,6-dinitrobenzyloxy)carbonylaniline silver-silicon